(S)-N-(2-(2-cyano-4,4-difluoropyrrolidin-1-yl)-2-oxoethyl)-7-(3-(3-(piperazin-1-yl)propoxy)phenyl)quinoline-4-carboxamide C(#N)[C@H]1N(CC(C1)(F)F)C(CNC(=O)C1=CC=NC2=CC(=CC=C12)C1=CC(=CC=C1)OCCCN1CCNCC1)=O